1-(5-cyclopropoxypyridin-2-yl)ethan-1-one tert-butyl-3-(2-(2-(3-(4-(tert-butoxy)phenyl)propanamido)ethoxy)ethoxy)propanoate C(C)(C)(C)OC(CCOCCOCCNC(CCC1=CC=C(C=C1)OC(C)(C)C)=O)=O.C1(CC1)OC=1C=CC(=NC1)C(C)=O